C(C)C1=C(NC2=CC=C(C=C12)CN)C1=CC(=NC=C1)C [3-Ethyl-2-(2-methylpyridin-4-yl)-1H-indol-5-yl]methanamin